5-amino-2-((2,5-dimethyloxazol-4-yl)methyl)-7-(4-fluorophenyl)-8-(4-methylbenzo[d]oxazol-6-yl)-[1,2,4]triazolo[4,3-c]pyrimidin-3(2H)-one NC1=NC(=C(C=2N1C(N(N2)CC=2N=C(OC2C)C)=O)C2=CC1=C(N=CO1)C(=C2)C)C2=CC=C(C=C2)F